4-(4-(7'-fluoro-1-(2-((2-((2-methoxy-2-oxoethyl)amino)-2-oxoethyl)amino)-2-oxoethyl)-1'-methyl-1H,1'H-[4,6'-biindazol]-3-yl)piperidin-1-yl)-4-oxobutanoic acid FC=1C(=CC=C2C=NN(C12)C)C=1C=2C(=NN(C2C=CC1)CC(=O)NCC(=O)NCC(=O)OC)C1CCN(CC1)C(CCC(=O)O)=O